2-(3,5-dimethyl-4''-phenyl-[1,1':3',1'':3'',1'''-quaterphenyl]-5'-yl)-4,6-diphenyl-1,3,5-triazine CC=1C=C(C=C(C1)C)C1=CC(=CC(=C1)C1=NC(=NC(=N1)C1=CC=CC=C1)C1=CC=CC=C1)C1=CC(=C(C=C1)C1=CC=CC=C1)C1=CC=CC=C1